COC(=O)C1=CC=CC=2OCC(NC21)=C=O 3-Carbonyl-3,4-dihydro-2H-benzo[b][1,4]oxazine-5-carboxylic acid methyl ester